Cl.FC1=C(C=C(C=C1)F)[C@@H](C)N (R)-1-(2,5-difluorophenyl)ethylamine hydrochloride